1-(2,5-dichloropyrimidin-4-yl)-N-hydroxyindoline-3-carboxamide ClC1=NC=C(C(=N1)N1CC(C2=CC=CC=C12)C(=O)NO)Cl